(2r,4r)-4-fluoro-N-(3-(5-fluoro-2-((3-methoxy-1-methyl-1H-pyrazol-4-yl)amino)pyrimidin-4-yl)-1H-indol-7-yl)-1-(piperidin-4-yl)pyrrolidine-2-carboxamide F[C@@H]1C[C@@H](N(C1)C1CCNCC1)C(=O)NC=1C=CC=C2C(=CNC12)C1=NC(=NC=C1F)NC=1C(=NN(C1)C)OC